NC1=NC(=CC(=N1)N1CCC2(C[C@H](NC2)C(=O)O)CC1)O[C@@H](C(F)(F)F)C1=C(C=C(C=C1)C1=CC(=CC(=C1)C)C(C)(C)C)N1N=C(C=C1)C (S)-8-(2-amino-6-((R)-1-(3'-(tert-butyl)-5'-methyl-3-(3-methyl-1H-pyrazol-1-yl)-[1,1'-biphenyl]-4-yl)-2,2,2-trifluoroethoxy)pyrimidin-4-yl)-2,8-diazaspiro[4.5]decane-3-carboxylic acid